C12=C(C(CCC1)CC13C(C=C(CC1)C(=O)O)O3)O2.NC2CCC(OC2)C(=O)N2[C@H](C3=CC=CC=C3CC2)C2=CC=C(C=C2)F (5-amino-tetrahydro-2H-pyran-2-yl)((S)-1-(4-fluorophenyl)-3,4-dihydroisoquinolin-2(1H)-yl)methanone 4-epoxycyclohexenylmethyl-3,4-epoxycyclohexenecarboxylate